tert-butyl (6-amino-5-hydroxyhexyl)carbamate NCC(CCCCNC(OC(C)(C)C)=O)O